N[C@H]1CO[C@H]2[C@@H]1OC[C@]2(O)CCC2=C(C=NC1=CC=C(N=C21)OC)F (3R,3aS,6S,6aR)-6-amino-3-(2-(3-fluoro-6-methoxy-1,5-naphthyridin-4-yl)ethyl)hexahydrofuro[3,2-b]furan-3-ol